NC=1C2=C(N=C(N1)Cl)N(C=C2C=2SC1=C(C2)C=C(C=C1OC)C)C1CN(C1)C(C=C)=O 1-(3-(4-amino-2-chloro-5-(7-methoxy-5-methylbenzothiophen-2-yl)-7H-pyrrolo[2,3-d]pyrimidin-7-yl)azetidin-1-yl)prop-2-en-1-one